C(C)(C)(C)OC(NC(C)(C)C1=CC=C(C=C1)C#N)=O (2-(4-cyanophenyl)propan-2-yl)carbamic acid tert-butyl ester